(R)-4-(1-(hydroxymethyl)-7-Bromo-1,2-dihydronaphtho[2,1-b]furan-1-yl)phenol OC[C@]1(C2=C(OC1)C=CC1=CC(=CC=C12)Br)C1=CC=C(C=C1)O